NC(CO)[C@@H](C)O (3R)-2-amino-1,3-butanediol